2-amino-isobutyrate NC(C(=O)[O-])(C)C